ethyl-(hydroxybenzyl)diphenyloxysilane C(C)[Si](OC1=CC=CC=C1)(OC1=CC=CC=C1)C(C1=CC=CC=C1)O